(3E)-12,12-dimethoxy-3-dodecen-1-ol COC(CCCCCCC/C=C/CCO)OC